norbornyl-benzimidazole methyl-2-(5-((3-((5-((2-cyclohexylethyl)carbamoyl)-2-methylpyridin-3-yl)amino)-1-methyl-1H-pyrazolo[3,4-d]pyrimidin-6-yl)amino)pyridin-3-yl)acetate COC(CC=1C=NC=C(C1)NC1=NC=C2C(=N1)N(N=C2NC=2C(=NC=C(C2)C(NCCC2CCCCC2)=O)C)C)=O.C21(CCC(CC2)C1)C=1NC2=C(N1)C=CC=C2